COC=1C=C(C=CC1OC1=C(C=CC=C1)OC(F)(F)F)C1C=2C(NC(C1)=O)=NNC2 4-{3-Methoxy-4-[2-(trifluoromethoxy)phenoxy]phenyl}-2H,4H,5H,6H,7H-pyrazolo[3,4-b]pyridin-6-one